2-(7-methyl-1,1-dioxido-4-oxothiochroman-3-yl)-2-oxoacetic acid ethyl ester C(C)OC(C(=O)C1CS(C2=CC(=CC=C2C1=O)C)(=O)=O)=O